tert-butyl (3s)-4-((3s)-l-1-(2,4-difluorophenyl)-3-methoxy-6-oxo-10-(trifluoromethyl)-3,4-dihydro-2H,6H-[1,4]thiazepino[2,3,4-ij]quinazolin-8-yl)-3-methylpiperazine-1-carboxylate FC1=C(C=CC(=C1)F)S1C[C@H](CN2C(N=C(C3=CC(=CC1=C23)C(F)(F)F)N2[C@H](CN(CC2)C(=O)OC(C)(C)C)C)=O)OC